ClC1=CC=2C(C=N1)=NNC2 5-Chloro-2H-pyrazolo[3,4-c]pyridine